(E)-N'-(4-bromo-2-methyl-5-(trifluoromethyl)phenyl)-N-ethyl-N-methylformimidamide BrC1=CC(=C(C=C1C(F)(F)F)/N=C/N(C)CC)C